BrC=1C=C(C=CC1)/C(=C/C(=O)OCC)/C(F)(F)F ethyl (Z)-3-(3-bromophenyl)-4,4,4-trifluorobut-2-enoate